tert-butyl 4-((5-(cyclohex-1-en-1-yl)-2,6-naphthyridin-3-yl)amino)piperidine-1-carboxylate C1(=CCCCC1)C1=C2C=C(N=CC2=CC=N1)NC1CCN(CC1)C(=O)OC(C)(C)C